BrC(C(=O)OC)CCC(=O)OC Dimethyl 2-bromopentanedioate